FC=1C(=NC(=CC1)F)C1=NN(C=C1NC(=O)C=1N=C(SC1)C=1C=NNC1)C1CC(C1)OCC N-(3-(3,6-difluoropyridin-2-yl)-1-((1s,3s)-3-ethoxycyclobutyl)-1H-pyrazol-4-yl)-2-(1H-pyrazol-4-yl)thiazole-4-carboxamide